2-{[(2S)-1,4-dioxan-2-yl]methyl}-4-methyl-8-(trifluoromethyl)-4,5-dihydro-2H-furo[2,3-g]indazole-7-carboxylic acid O1[C@H](COCC1)CN1N=C2C3=C(CC(C2=C1)C)OC(=C3C(F)(F)F)C(=O)O